N1=CC=C(C2=CC=CC=C12)C=1C=NN2C1N=CC(=C2)C2=CC=C(C=C2)N2CCN(CC2)CC2=CC=C(C=C2)N2C(NC(CC2)=O)=O 1-(4-((4-(4-(3-(quinolin-4-yl)pyrazolo[1,5-a]pyrimidin-6-yl)phenyl)piperazin-1-yl)methyl)phenyl)dihydropyrimidine-2,4(1H,3H)-dione